FC=1C=C(CNC(OC(C)(C)C)=O)C=CC1C(NO)=N tert-butyl (3-fluoro-4-(N-hydroxycarbamimidoyl)benzyl)carbamate